allyloxycarbonyl-L-lysine C(C=C)OC(=O)N[C@@H](CCCCN)C(=O)O